ClC=1C=C(C2=C(N1)N(C=C2)C2CCC2)C=O C6-chloro-1-cyclobutyl-1H-pyrrolo[2,3-b]pyridine-4-carbaldehyde